(1S,3S)-methyl-3-((2-cyclobutyl-6-(1-methyl-5-(((tetrahydro-2H-pyran-2-yl)oxy)methyl)-1H-1,2,3-triazol-4-yl)pyridin-3-yl)oxy)cyclohexanecarboxylate COC(=O)[C@@H]1C[C@H](CCC1)OC=1C(=NC(=CC1)C=1N=NN(C1COC1OCCCC1)C)C1CCC1